ethyl phenylformate C1(=CC=CC=C1)C(=O)OCC